3-[[(3R,4R)-4-[4-Chloro-2-(5-fluoro-2-pyridyl)-1H-imidazol-5-yl]-3-methyl-1-piperidyl]sulfonyl]-N-(2-methoxy-2-methyl-propyl)propenamide ClC=1N=C(NC1[C@H]1[C@H](CN(CC1)S(=O)(=O)C=CC(=O)NCC(C)(C)OC)C)C1=NC=C(C=C1)F